6-((5-(1-(difluoromethyl)-1H-pyrazol-4-yl)-4-((S)-3-hydroxypiperidin-1-yl)pyridin-2-yl)amino)-2-(2-fluoro-6-methoxyphenyl)nicotinamide FC(N1N=CC(=C1)C=1C(=CC(=NC1)NC1=NC(=C(C(=O)N)C=C1)C1=C(C=CC=C1OC)F)N1C[C@H](CCC1)O)F